C1(CC1)C=1C=NN2C1N=C(C=C2NCC2=NC=C(C=C2)C2=CC=CC=C2)NC[C@@H]2[C@H](CNCC2)O (3R,4R)-4-(((3-cyclopropyl-7-(((5-phenylpyridin-2-yl)methyl)amino)pyrazolo[1,5-a]pyrimidin-5-yl)amino)methyl)piperidin-3-ol